4-cyano-N-propyl-2-(trifluoromethyl)benzamide C(#N)C1=CC(=C(C(=O)NCCC)C=C1)C(F)(F)F